1-methyl-4-(piperidin-4-yl)-piperazine CN1CCN(CC1)C1CCNCC1